BrC1=CC=C(C=C1)N1C(N(C(C2=C1N(C(C(=C2O)C)=O)C)=O)C2CC2)=O 1-(4-bromo-phenyl)-3-cyclopropyl-5-hydroxy-6,8-dimethyl-1H,8H-pyrido[2,3-d]pyrimidine-2,4,7-trione